CN1C(C=CC(=C1)C1=CC2=NC=CC(=C2O1)C=1C=NC=C(C1)S(=O)(=O)C)=O 1-methyl-5-(7-(5-(methylsulfonyl)pyridin-3-yl)furo[3,2-b]pyridin-2-yl)pyridin-2(1H)-one